1H-pyrazolo[3,4-f]quinazoline N1N=CC=2C1=C1C=NC=NC1=CC2